4-((4-((cyclopentyloxy)methyl)-5-(3,5-dimethoxy-4-methylphenyl)pyridin-2-yl)amino)tetrahydro-2H-pyran-4-carboxylic acid C1(CCCC1)OCC1=CC(=NC=C1C1=CC(=C(C(=C1)OC)C)OC)NC1(CCOCC1)C(=O)O